4-(3-((benzyloxy)methyl)-4-ethyl-5-oxo-4,5-dihydro-1H-1,2,4-triazol-1-yl)-5-fluoro-2-(isopropylamino)benzoic acid C(C1=CC=CC=C1)OCC1=NN(C(N1CC)=O)C1=CC(=C(C(=O)O)C=C1F)NC(C)C